C1NCC12CCN(CC2)C2=CC(=NC=N2)N2CCOCC2 4-(6-(2,7-diazaspiro[3.5]nonan-7-yl)pyrimidin-4-yl)morpholine